C(#N)C=1C(=CC(=NC1)NC(=O)N1CCCC2=CC(=C(N=C12)C=O)CN1C([C@@H](CC1)OC)=C=O)O[C@@H]1[C@@H](CC1)OC N-(5-cyano-4-((1S,2R)-2-methoxycyclobutoxy)pyridin-2-yl)-7-formyl-6-(((R)-3-methoxy-2-carbonylpyrrolidin-1-yl)methyl)-3,4-dihydro-1,8-naphthyridine-1(2H)-carboxamide